FC1=CC2=C(N(C(=N2)C2=CC=C(C=C2)S(=O)(=O)C)C)C=C1C1CCN(CC1)C1CCN(CC1)CC(C)C 5-fluoro-6-(1'-isobutyl-[1,4'-bipiperidin]-4-yl)-1-methyl-2-(4-(methylsulfonyl)phenyl)-1H-benzo[d]imidazole